FC=1C(=CC2=C(C(NC=3CNC[C@@H](C23)N(C(=O)C=2C=C3C(=CC=CN3C2)F)C)=O)C1)F (R)-N-(8,9-difluoro-6-oxo-1,2,3,4,5,6-hexahydrobenzo[c][1,7]naphthyridin-1-yl)-8-fluoro-N-methylindolizine-2-carboxamide